C1(CC1)N1C(=NN=C1)CNC(=O)C1=CC2=C(N3C(S2)=NC(=C3)C3=CC=C(C=C3)C(NC)=O)C=C1 N-((4-cyclopropyl-4H-1,2,4-triazol-3-yl)methyl)-2-(4-(methylcarbamoyl)phenyl)benzo[d]imidazo[2,1-b]thiazole-7-carboxamide